CCCCCCCC/C=C\CCCCCC(CC(=O)O[C@@H](CCC(=O)[O-])[N+](C)(C)C)O 3-Hydroxytetradecenoylcarnitine